C(C)(C)(C)C=1C=C(C2=C(CC(O2)=O)C1)C(C)(C)C 5,7-di-tert-butylbenzofuran-2(3H)-one